COC=1C=2N(C=C(C1)C1=CC3=C(N(C(N3)=O)C3CCN(CC3)C)C=C1)N=CN2 5-(8-Methoxy-[1,2,4]triazolo[1,5-a]pyridin-6-yl)-1-(1-methylpiperidin-4-yl)-1,3-dihydro-2H-benzo[d]imidazol-2-on